Benzyloxy-3β-hydroxy-7β,19-epoxy-cholestan-6-one C(C1=CC=CC=C1)OCC(C)CCC[C@@H](C)[C@H]1CC[C@H]2[C@@H]3[C@@H]4C(C5C[C@H](CC[C@]5(CO4)[C@H]3CC[C@]12C)O)=O